C(C)(=O)N1CCN(CCC1)[C@H]1CN(CC1)C1=NC=2C(=C(C3=C(C2C=N1)COC3)C3=NC=C(C1=C3C(=C(S1)N)C#N)F)F 4-(3-((R)-3-(4-Acetyl-1,4-diazepan-1-yl)pyrrolidin-1-yl)-5-fluoro-7,9-dihydrofuro[3,4-f]quinazolin-6-yl)-2-amino-7-fluorothieno[3,2-c]pyridine-3-carbonitrile